4-(aminoethyl)octane-1,8-diamine NCCC(CCCN)CCCCN